6-methyl-9-(naphthalen-1-yl)indolo[1,2-a]quinoxaline CC=1C=2N(C=3C=CC=CC3N1)C1=CC=C(C=C1C2)C2=CC=CC1=CC=CC=C21